2-chloro-5-(trifluoromethyl)benzaldehyde ClC1=C(C=O)C=C(C=C1)C(F)(F)F